COC1=CC(=CC2=C1N=C(S2)N)N 4-methoxy-1,3-benzothiazol-2,6-diamine